1-methylpyrazole-4-formaldehyde CN1N=CC(=C1)C=O